C1(=CC=CC=C1)OC(C1=CN=C(C(=C1)OC(F)F)N(C(=O)OC(C)(C)C)C(=O)OC(C)(C)C)=O 6-(bis(t-butoxycarbonyl)amino)-5-(difluoromethoxy)nicotinic acid phenyl ester